O[C@H](CNCC1=CC=2N=CN=C(C2N=C1)NC=1C(=C(C=CC1)C1=C(C(=CC=C1)NC=1N=CC=C2C=C(C=NC12)CN1C[C@@H](CC1)O)C)C)C (R)-1-((8-(3'-(7-(((S)-2-Hydroxypropylamino)methyl)pyrido[3,2-d]pyrimidin-4-ylamino)-2,2'-dimethylbiphenyl-3-ylamino)-1,7-naphthyridin-3-yl)methyl)pyrrolidin-3-ol